di(2-butoxyethoxyethyl) azelate C(CCCCCCCC(=O)OCCOCCOCCCC)(=O)OCCOCCOCCCC